C(C)(C)(C)OC(=O)N1C(CN(CC1)C1=NC=C(N=C1)C(F)(F)F)C 2-methyl-4-(5-(trifluoromethyl)pyrazin-2-yl)piperazine-1-carboxylic acid tert-butyl ester